C(C)(C)N1CCN(CC1)C1=CC=C(C=C1)C=1C=C(C2=C(N(C(=N2)C2CCOCC2)C)C1)NCCN1CCOCC1 6-(4-(4-isopropylpiperazin-1-yl)phenyl)-1-methyl-N-(2-morpholinoethyl)-2-(tetrahydro-2H-pyran-4-yl)-1H-benzo[d]imidazol-4-amine